N-(tert-butyl)-2H-indazole-7-carboxamide C(C)(C)(C)NC(=O)C1=CC=CC2=CNN=C12